C(CC)O[C@]12[C@@H](CC[C@@H]2[C@H]1C(=O)O)C(=O)O.FC1(C2CC(C(C12)(C(=O)O)NC(=O)OCC=C)OCCC)C(=O)O 6-fluoro-2-({[(prop-2-en-1-yl)oxy]carbonyl}amino)-3-propoxybicyclo[3.1.0]hexane-2,6-dicarboxylic acid (1R,2R,3R,5R,6R)-1-propyloxy-bicyclo[3.1.0]hexane-2,6-dicarboxylate